acryloyloxypropyl-tris(methoxy)silane C(C=C)(=O)OCCC[Si](OC)(OC)OC